4-tert-butylcyclohexyl methacrylate C(C(=C)C)(=O)OC1CCC(CC1)C(C)(C)C